C(=O)C1=CC(=NC=C1)C#N 4-formylpyridine-2-carbonitrile